(2S,5'S)-N-(2,3-dichloro-4-fluorobenzyl)-5'-fluoro-6',7'-dihydro-5'H-spiro[oxirane-2,8'-quinoline]-5'-carboxamide ClC1=C(CNC(=O)[C@]2(C=3C=CC=NC3[C@]3(CC2)OC3)F)C=CC(=C1Cl)F